ClC=1C(=C(CN2C(CC(CC2)(C(=O)O)CC2=NC(=CC=C2F)NC=2SC=CN2)C)C=CC1)F 1-(3-chloro-2-fluorobenzyl)-4-((3-fluoro-6-(thiazol-2-ylamino)pyridin-2-yl)methyl)-2-methylpiperidine-4-carboxylic acid